FC1(CCC(CC1)C1=NC=CC(=C1NC(=O)C=1C=NC(=NC1)C(C)C)C1=CC(=CC=C1)F)F N-(2-(4,4-difluorocyclohexyl)-4-(3-fluorophenyl)pyridin-3-yl)-2-isopropylpyrimidine-5-carboxamide